8-((tetrahydro-2H-pyran-4-yl)oxy)quinoline-5-carboxylic acid O1CCC(CC1)OC1=CC=C(C=2C=CC=NC12)C(=O)O